(S)-2-(((9H-fluoren-9-yl)methoxy)carbonyl)-6-methoxy-1,2,3,4-tetrahydroisoquinoline-3-carboxylic acid C1=CC=CC=2C3=CC=CC=C3C(C12)COC(=O)N1CC2=CC=C(C=C2C[C@H]1C(=O)O)OC